9,9-dimethyl-9H-fluoren-2-ol CC1(C2=CC=CC=C2C=2C=CC(=CC12)O)C